1-(2-(aminomethyl)-6-cyclopropylimidazo[1,2-a]pyridin-8-yl)-3-methyldihydropyrimidine-2,4(1H,3H)-dione NCC=1N=C2N(C=C(C=C2N2C(N(C(CC2)=O)C)=O)C2CC2)C1